4-(2-iodo-6,7-dihydropyrazolo[1,5-a]pyrimidin-4(5H)-yl)-N-(1-methyl-1H-pyrazol-4-yl)pyrimidin-2-amine IC1=NN2C(N(CCC2)C2=NC(=NC=C2)NC=2C=NN(C2)C)=C1